1-hydroxy-1H-spiro[benzo[c][1,2]oxaborole-3,3'-pyrrolidine]-1'-carboxylic acid tert-butyl ester C(C)(C)(C)OC(=O)N1CC2(CC1)C1=C(B(O2)O)C=CC=C1